C(=O)(O)C(C)C1=NC2=C(OC13NC1=C4C(=CC=C1C3(C)C)C=CC=C4)C=CC4=CC=C(C=C42)OC 1-carboxyethyl-3,3-dimethyl-9'-methoxyspiro[benzo[g]-indoline-2,3'-[3H]-naphtho[2,1-b][1,4]oxazine]